CC1=CC(=C(S1)C(=O)O)C(=O)O 5-methylthiophene-2,3-dicarboxylic acid